ClC=1C(=C(C=CC1)C1=C(C(=C(C=C1)C1=C(C=CC=C1)OC)F)F)OC 3-chloro-2',3'-difluoro-2,2''-dimethoxy-1,1':4',1''-terphenyl